N-(cyclopropylmethyl)-N'-(3-hydroxytetrahydropyran-4-yl)oxamide C1(CC1)CNC(=O)C(=O)NC1C(COCC1)O